N-ethyl-2-((5-(2-(6-(ethyl-(methyl)amino)-2-methylhexan-3-yl)-2,6-diazaspiro[3.4]octan-6-yl)-1,2,4-triazin-6-yl)oxy)-5-fluoro-N-isopropylbenzamide fumarate C(\C=C\C(=O)O)(=O)O.C(C)N(C(C1=C(C=CC(=C1)F)OC1=C(N=CN=N1)N1CC2(CN(C2)C(C(C)C)CCCN(C)CC)CC1)=O)C(C)C